FC(OC1=CC=C(C2=C1N=C(O2)N2CC1N(C(C2)C1)C(=O)OC(C)(C)C)C=1SC=CN1)F tert-Butyl 3-(4-(difluoromethoxy)-7-(thiazol-2-yl)benzo[d]oxazol-2-yl)-3,6-diazabicyclo[3.1.1]heptane-6-carboxylate